(1aR,5aR)-2-(2,4-Difluoro-phenyl)-1a,2,5,5a-tetrahydro-1H-2,3-diaza-cyclopropa[a]pentalene-4-carboxylic acid (5,7-dimethyl-pyrazolo[1,5-a]pyrimidin-2-yl)-amide CC1=NC=2N(C(=C1)C)N=C(C2)NC(=O)C=2C=1C[C@@H]3[C@H](C1N(N2)C2=C(C=C(C=C2)F)F)C3